[Na+].[Na+].P(=O)([O-])([O-])O Phosphate Disodium Salt